C(C)(C)(C)OC(=O)N[C@@H](C)C(=O)N[C@H](CC1=CN(C2=CC=CC=C12)C)C(=O)O Nα-((tert-butoxycarbonyl)-L-alanyl)-1-methyl-D-tryptophan